2-Methoxy-3-(tetramethyl-1,3,2-dioxaborolan-2-yl)aniline COC1=C(N)C=CC=C1B1OC(C(O1)(C)C)(C)C